1H,7H-dipyrrolo[3,4-b:3',4'-f][1,4,5]oxathiazocin-8-carboxamid-5,5-dioxid C1N=CC2=NS(C=3C(OC=C21)=C(NC3)C(=O)N)(=O)=O